2-[(6-chloropyridin-2-yl)sulfonyl]-1-(1,3-dihydro-2H-isoindol-2-yl)ethanone ClC1=CC=CC(=N1)S(=O)(=O)CC(=O)N1CC2=CC=CC=C2C1